C(C)OC=1C(=NC(=C(C1)N1[C@@H](CN(CC1)C(=O)C1(CCC1)C1=CC=CC=C1)CC)C(=O)N[C@H]1CNCC1)C=1C=NC=CC1 ethoxy-5-[(2R)-2-ethyl-4-(1-phenylcyclobutanecarbonyl)piperazin-1-yl]-N-[(3R)-pyrrolidin-3-yl]-[2,3'-bipyridine]-6-carboxamide